C(CCC=CCCC)[Si](OCC)(OCC)C 4-octenylmethyldiethoxysilane